ethyl(2-(thiomethyl)ethyl)sulfane C(C)SCCCS